(R)-2-methyl-5-((2-(methyl(2-(methylamino)ethyl)amino)ethyl)amino)-N-(1-(naphthalen-1-yl)ethyl)benzamide bis(2,2,2-trifluoroacetate) FC(C(=O)O)(F)F.FC(C(=O)O)(F)F.CC1=C(C(=O)N[C@H](C)C2=CC=CC3=CC=CC=C23)C=C(C=C1)NCCN(CCNC)C